ClC1=CC=C(C=C1)C1=CC=2C3=C(C=NC2C=C1)N(C(N3C=3C(=CC(=C(C#N)C3)N3CC(OCC3)C)C)=N)C 5-(8-(4-Chlorophenyl)-2-imino-3-methyl-2,3-dihydro-1H-imidazo[4,5-c]quinolin-1-yl)-4-methyl-2-(2-methylmorpholino)benzonitrile